C(C)C1=CC2=C(S1)[C@@]1(C[C@@H](N(CC1)CC=1N=NN(C1)CCS(=O)(=O)C)C)OCC2 (2'S,7R)-2-ethyl-2'-methyl-1'-[[1-(2-methylsulfonylethyl)triazol-4-yl]methyl]spiro[4,5-dihydrothieno[2,3-c]pyran-7,4'-piperidine]